FC(C(=O)O)(F)F.O1CCC(CC1)C(=O)N tetrahydro-2H-pyran-4-carboxamide, trifluoroacetic acid salt